3-(1-methylpyrazol-4-yl)pyridine-2-carbaldehyde CN1N=CC(=C1)C=1C(=NC=CC1)C=O